3-(((((1R,2S,5R)-2-carbamoyl-7-oxo-1,6-diazabicyclo[3.2.1]octan-6-yl)oxy)sulfonyl)oxy)-2,2-dimethylpropyl 3-chloro-2,6-dimethoxybenzoate ClC=1C(=C(C(=O)OCC(COS(=O)(=O)ON2[C@@H]3CC[C@H](N(C2=O)C3)C(N)=O)(C)C)C(=CC1)OC)OC